ClC=1C(=C(C(NC1)=O)C#N)OC 5-chloro-3-cyano-4-methoxy-2(1H)-pyridone